C(#N)C=1C=NN2C1C(=CC(=C2)C=2N=NN(C2C)C2CCN(CC2)C#N)O[C@H](C)C2=NC=CC=C2 4-(4-[3-Cyano-4-[(1R)-1-(pyridin-2-yl)ethoxy]pyrazolo[1,5-a]pyridin-6-yl]-5-methyl-1,2,3-triazol-1-yl)piperidine-1-carbonitrile